Bis((2-bromoethyl)amino)phosphinic acid 6-((2-cyclopropyl-3-oxoisoindolin-5-yl) oxy)-5-nitro-2,3-dihydro-1H-inden-1-yl ester C1(CC1)N1CC2=CC=C(C=C2C1=O)OC1=C(C=C2CCC(C2=C1)OP(=O)(NCCBr)NCCBr)[N+](=O)[O-]